C(C)(=O)NC=1C=CC=2NC3=CC=CC=C3SC2C1 3-acetamido-10H-phenothiazine